C1(=CC=CC2=CC=C3C=C4C=CC=CC4=CC3=C12)C(CO)O 2-tetraphenyl-ethane-1,2-diol